CC=1OC2=C(C1)C=C(C=C2)NC(OC(C)(C)C)=O tert-butyl (2-methylbenzofuran-5-yl)carbamate